(R)-1-(4-amino-3,4-dihydroquinolin-1(2H)-yl)ethan-1-one N[C@@H]1CCN(C2=CC=CC=C12)C(C)=O